FC=1C(=CC(=NC1)N1N=CC=2C1=CN=C(C2)N2CCN(CC2)S(=O)(=O)C)O 5-Fluoro-2-(5-(4-(methylsulfonyl)piperazin-1-yl)-1H-pyrazolo[3,4-c]pyridine-1-yl)pyridine-4-ol